S1C(=CC=C1)S(=O)[O-].[Na+].S1C(=CC=C1)S(=O)[O-].[Na+] Sodium thiophene-2-sulfinate Sodium thiophene-2-sulfinate